1-(4-methoxy-3-(pentyloxy)phenyl)-3-(2-methoxy-4-(2-(2-(pyrrolidin-1-yl)ethoxy)ethyl)benzyl)tetrahydropyrimidin-2(1H)-one COC1=C(C=C(C=C1)N1C(N(CCC1)CC1=C(C=C(C=C1)CCOCCN1CCCC1)OC)=O)OCCCCC